ClC1=C(C(=CC(=C1)OC(F)(F)F)Cl)NC=1N(C2=NC(=NC=C2N1)N[C@H]1C[C@H](CCC1)O)C1CCC(CC1)C(=O)N (1S,4s)-4-(8-(2,6-dichloro-4-(trifluoromethoxy)phenylamino)-2-((1R,3S)-3-hydroxycyclohexylamino)-9H-purin-9-yl)cyclohexanecarboxamide